FC1=C(C(=O)N[C@@H](C(=O)N2CCC3(C(CN(C3=O)C)C3=CC=C(C=C3)F)CC2)C(C)C)C=C(C=C1)C(F)(F)F 2-fluoro-N-((2R)-1-(4-(4-fluorophenyl)-2-methyl-1-oxo-2,8-diazaspiro-[4.5]decan-8-yl)-3-methyl-1-oxobutan-2-yl)-5-(trifluoromethyl)benzamide